(2E)-1-[(2S)-2-{[(4-{3-[3-(difluoromethoxy)-4-fluorophenyl]-1H-pyrrolo[3,2-b]pyridin-2-yl}pyridin-3-yl)oxy]methyl}pyrrolidin-1-yl]-4-(dimethylamino)but-2-en-1-one FC(OC=1C=C(C=CC1F)C1=C(NC=2C1=NC=CC2)C2=C(C=NC=C2)OC[C@H]2N(CCC2)C(\C=C\CN(C)C)=O)F